ClC1=CC(=C(OCC(=O)NC2C3CCC(C2)N3C#N)C=C1)C1CCCCC1 endo-2-(4-chloro-2-cyclohexylphenoxy)-N-(7-cyano-7-azabicyclo[2.2.1]heptan-2-yl)acetamide